5,6,7-Trihydroquinoline N1=CC=CC=2CCCCC12